Cl.CC(C)C1=C(C(=CC=C1)C(C)C)NC(=O)NCC1(CCCC1)C1=CC=C(C=C1)N(C)C N-(2,6-BIS(1-METHYLETHYL)PHENYL)-N'-((1-(4-(DIMETHYLAMINO)-PHENYL)CYCLOPENTYL)METHYL)UREA HYDROCHLORIDE